ClC1=C2C=CC=NC2=CC(=C1C1=CC=NN1C)C#N 5-chloro-6-(1-methyl-1H-pyrazol-5-yl)quinoline-7-carbonitrile